C1(CCCCC1)CC(C1=CC=CC=C1)C1=CC=C(C=C1)OC 1-(2-cyclohexyl-1-phenylethyl)-4-methoxybenzene